(4-(bis(3-hydroxyphenyl)methylene)piperidin-1-yl)(1H-pyrrolo[3,2-c]pyridin-7-yl)methanone OC=1C=C(C=CC1)C(=C1CCN(CC1)C(=O)C=1C2=C(C=NC1)C=CN2)C2=CC(=CC=C2)O